3-(9-ethyl-2-(3-methoxy-4-phenyl-1H-pyrazol-1-yl)-6-morpholino-9H-purin-8-yl)-N,N-dimethylpropanamide C(C)N1C2=NC(=NC(=C2N=C1CCC(=O)N(C)C)N1CCOCC1)N1N=C(C(=C1)C1=CC=CC=C1)OC